Rac-(4-amino-7-fluoroimidazo[1,5-a]quinoxalin-8-yl)((cis)-8-methoxy-2,3,4,4a,6,10b-hexahydro-1H-isochromeno[4,3-b]pyridin-1-yl)methanone NC=1C=2N(C3=CC(=C(C=C3N1)F)C(=O)N1[C@@H]3[C@H](CCC1)OCC=1C=C(C=CC13)OC)C=NC2 |r|